(S)-6-(((5-fluoro-1-methyl-1H-1,2,3-triazol-4-yl)(6-fluoro-2-methylpyridin-3-yl)methyl)amino)-4-(neopentylamino)quinoline-3,8-dicarbonitrile FC1=C(N=NN1C)[C@H](C=1C(=NC(=CC1)F)C)NC=1C=C2C(=C(C=NC2=C(C1)C#N)C#N)NCC(C)(C)C